COC1=CC=C(C=C1)C1=NN(C[C@@H]1C1=CC=CC=C1)/C(/NCCS(N)(=O)=O)=N/S(=O)(=O)C1=CC=C(C=C1)C(F)(F)F (S,E)-3-(4-methoxyphenyl)-4-phenyl-N-(2-sulfamoylethyl)-N'-((4-(trifluoromethyl)phenyl)sulfonyl)-4,5-dihydro-1H-pyrazole-1-carboximidamide